COC1=C(C=C(C=C1)C1=C(OC=C1)C(=O)OC)[N+](=O)[O-] methyl 3-(4-methoxy-3-nitrophenyl)furan-2-carboxylate